N-(tert-butyl)-1-tosyl-1H-pyrrole-3-sulfonamide C(C)(C)(C)NS(=O)(=O)C1=CN(C=C1)S(=O)(=O)C1=CC=C(C)C=C1